NC1=CC=C2C(=N1)CCC2NC([C@H](C)NC(=O)[C@@H]2NCC[C@@H](C2)C2=CC(=CC=C2)F)=O (2R,4S)-N-((2S)-1-((2-amino-6,7-dihydro-5H-cyclopenta[b]pyridin-5-yl)amino)-1-oxopropan-2-yl)-4-(3-fluorophenyl)piperidine-2-carboxamide